N-(((2S,3R,6R)-2,6-dimethylmorpholin-3-yl)methyl)-4-ethyl-3-fluoro-5-(trifluoromethyl)pyridin-2-amine hydrochloride Cl.C[C@H]1[C@H](NC[C@H](O1)C)CNC1=NC=C(C(=C1F)CC)C(F)(F)F